tris(4-chlorophenyl) phosphate P(=O)(OC1=CC=C(C=C1)Cl)(OC1=CC=C(C=C1)Cl)OC1=CC=C(C=C1)Cl